2-Chloro-6-(5-hydroxymethylfuran-2-ylmethylamino)-9-(tetrahydrofuran-2-yl)purin ClC1=NC(=C2N=CN(C2=N1)C1OCCC1)NCC=1OC(=CC1)CO